4-((2,6-dibromopyridin-4-yl)oxy)-2-methylbutan-2-ol BrC1=NC(=CC(=C1)OCCC(C)(O)C)Br